14-(3-((2-(trifluoromethyl)pyridin-4-yl)methyl)ureido)tetradecanoic acid FC(C1=NC=CC(=C1)CNC(NCCCCCCCCCCCCCC(=O)O)=O)(F)F